FC1(CC(C1)CNC(=O)C=1C=NN2C1C=C(C=C2)C2=CNC=1N=C(N=CC12)NCC1(CC1)C)F N-((3,3-difluorocyclobutyl)methyl)-5-(2-(((1-methylcyclopropyl)methyl)amino)-7H-pyrrolo[2,3-d]pyrimidin-5-yl)pyrazolo[1,5-a]pyridine-3-carboxamide